ClC1=C(CN2CCN(C3=CC=CC=C23)CC(C)N2CCCC2)C=CC=C1 1-(4-(2-chlorobenzyl)-3,4-dihydroquinoxalin-1(2H)-yl)-2-(pyrrolidin-1-yl)propan